COC1=CC=C(C=C1)C1=CN=C2N1C=CN=C2NC2=CC(=C(C=C2)C(=O)N2CCN(CC2)C)C (4-((3-(4-methoxyphenyl)imidazo[1,2-a]pyrazin-8-yl)amino)-2-methylphenyl)(4-methylpiperazin-1-yl)methanone